C[C@@H](C1=CC=CC=C1)N=C=O (S)-(-)-α-Methylbenzylisocyanate